tert-butyl 2-(3-(4-(1-(2-(tert-butoxy)-2-oxoethyl)-5-methoxy-2-methyl-1H-indol-3-yl)thiazol-2-yl)-6-methoxy-1H-indol-1-yl)acetate C(C)(C)(C)OC(CN1C(=C(C2=CC(=CC=C12)OC)C=1N=C(SC1)C1=CN(C2=CC(=CC=C12)OC)CC(=O)OC(C)(C)C)C)=O